2-[2-Methoxy-6-methyl-4-(trifluoromethyl)phenyl]-N,N-dimethyl-1H-imidazo[4,5-b]pyridin-5-amine COC1=C(C(=CC(=C1)C(F)(F)F)C)C=1NC=2C(=NC(=CC2)N(C)C)N1